C(C)(C)(C)OC(=O)N1CC(C1)C[N+]1(CCC(CC1)CNC(C1=C(C=C(C=C1)NC=1C=2N(C=CN1)C(=CN2)C2=C(C(=C(C=C2)OC)F)F)CC)=O)C 1-((1-(tert-butoxycarbonyl)azetidin-3-yl)methyl)-4-((4-((3-(2,3-difluoro-4-methoxyphenyl)imidazo[1,2-a]pyrazin-8-yl)amino)-2-ethylbenzamido)methyl)-1-methylpiperidin-1-ium